6-(4-amino-4-(2-chlorophenyl)piperidin-1-yl)-3-(2,3-dichlorophenyl)-1H-pyrazolo[3,4-d]pyrimidine-4-carboxylic acid NC1(CCN(CC1)C1=NC(=C2C(=N1)NN=C2C2=C(C(=CC=C2)Cl)Cl)C(=O)O)C2=C(C=CC=C2)Cl